(2s,3s)-3-(4-(6-chloro-4-oxo-3,4-dihydro-7H-pyrrolo[2,3-d]pyrimidin-7-yl)phenyl)-2-methylmorpholine-4-carboxylic acid tert-butyl ester C(C)(C)(C)OC(=O)N1[C@H]([C@@H](OCC1)C)C1=CC=C(C=C1)N1C(=CC2=C1N=CNC2=O)Cl